lanthanum vitamin C OC=1[C@H](OC(C1O)=O)[C@H](CO)O.[La]